octylsulfonate C(CCCCCCC)S(=O)(=O)[O-]